C(C)NC(=O)C1=CC=CC2=CC3=CC(=CC=C3C=C12)OC N-ethyl-6-methoxy-anthramide